FC1=C(C(=CC=C1)F)C1=CC=2N(C[C@H]3N(C2N=C1)CCN(C3)CCC(=O)O)S(=O)(=O)C3=CC(=CC=C3)C(F)(F)F (S)-3-(3-(2,6-difluorophenyl)-5-(3-(trifluoromethyl)phenylsulfonyl)-6a,7,9,10-tetrahydro-5H-pyrazino[1,2-a]pyrido[3,2-e]pyrazin-8(6H)-yl)propanoic acid